C[Si](C)(C)N[Si](C)(C)C.[Na] sodium bis(trimethylsilyl)amine